COC1=C2CC(C2=C(C=C1C=C(C)C)OC)CNC(OCC1=CC=CC=C1)=O benzyl N-[[2,5-dimethoxy-3-(2-methylprop-1-enyl)-7-bicyclo[4.2.0]octa-1,3,5-trienyl]methyl]carbamate